[Ca].[Ir].CC(C=C)(OCC(CO)COC(C=C)(C)C)C 3-(1,1-dimethylallyloxy)-2-((1,1-dimethylallyloxy)methyl)propanol iridium calcium